COC(=O)C=1C=2C(=CC=NC2C=C(C1)F)OC 7-fluoro-4-methoxyquinoline-5-carboxylic acid methyl ester